(E)-2,4,6-trimethylbenzaldehyde O-(1-methyl-3-(trifluoromethyl)-1H-pyrazole-4-carbonyl) oxime CN1N=C(C(=C1)C(=O)O\N=C\C1=C(C=C(C=C1C)C)C)C(F)(F)F